(R)-N-(1-(5-Methylpyrimidin-2-yl)piperidin-3-yl)-6-morpholinopyrimidin-4-amine CC=1C=NC(=NC1)N1C[C@@H](CCC1)NC1=NC=NC(=C1)N1CCOCC1